BrC1=CC=C(C=C1)[C@@H]1CN(C[C@@H]1F)C(=O)OC(C)(C)C |r| rac-tert-butyl (3R,4R)-3-(4-bromophenyl)-4-fluoropyrrolidine-1-carboxylate